FC(C=1OC(=NN1)C=1SC(=CC1)CN1N=CC(=C1)C1=CC=CC=C1)F 2-(difluoromethyl)-5-[5-[(4-phenylpyrazol-1-yl)methyl]thiophen-2-yl]-1,3,4-oxadiazole